tert-butyl (S)-4-((1-amino-3-((tert-butyldimethylsilyl)oxy)-1-oxopropan-2-yl)carbamoyl)-4-(hydroxymethyl)piperidine-1-carboxylate NC([C@H](CO[Si](C)(C)C(C)(C)C)NC(=O)C1(CCN(CC1)C(=O)OC(C)(C)C)CO)=O